C(C)OC(C1=C(C=C(C(=O)OCC)C(=C1)OC)C(=C)OCCCC)=O.NC=1C=C(OC2=C(C=C(C=C2C(F)(F)F)OC2=CC(=CC=C2)N)C(F)(F)F)C=CC1 1,4-bis(3-aminophenoxy)-2,6-bis(trifluoromethyl)benzene diethyl-2-(1-butoxyvinyl)-5-methoxyterephthalate